6-((1-acetylpiperidin-4-yl)amino)-2-ethynylpyrimidine-4-carboxylic acid methyl ester COC(=O)C1=NC(=NC(=C1)NC1CCN(CC1)C(C)=O)C#C